allyl 7-(((((S)-1-isopropoxy-1-oxopropan-2-yl)amino)(phenoxy)phosphoryl)methyl)-2-naphthoate C(C)(C)OC([C@H](C)NP(=O)(OC1=CC=CC=C1)CC1=CC=C2C=CC(=CC2=C1)C(=O)OCC=C)=O